O=S1(CC(C=C1)N(C(=O)C1OC2=C(C1)C=C(C=C2)N2C(=CC=C2)C)CC2=CC(=NC=C2)OC)=O N-(1,1-dioxido-2,3-dihydrothiophen-3-yl)-N-((2-methoxypyridin-4-yl)methyl)-5-(2-methyl-1H-pyrrol-1-yl)-2,3-dihydrobenzofuran-2-carboxamide